trimethylene glycol monoisostearate C(CCCCCCCCCCCCCCC(C)C)(=O)OCCCO